(R)-1-(2-methylpiperazin-1-yl)ethan-1-one hydrochloride Cl.C[C@H]1N(CCNC1)C(C)=O